1-(4-fluoro-2-methylphenyl)-2-methyl-3-(6-oxo-1,6-dihydropyridin-3-yl)-7-(trifluoromethyl)-2,3-dihydroquinazolin-4(1H)-one FC1=CC(=C(C=C1)N1C(N(C(C2=CC=C(C=C12)C(F)(F)F)=O)C1=CNC(C=C1)=O)C)C